4-((2,5-difluoro-4-(1H-1,2,4-triazol-1-yl)benzyl)oxy)phenyl sulfurofluoridate S(OC1=CC=C(C=C1)OCC1=C(C=C(C(=C1)F)N1N=CN=C1)F)(=O)(=O)F